4-bromoisobenzofuran-1,3-dione BrC1=C2C(OC(C2=CC=C1)=O)=O